ClC1=C(C=C(C=C1)B1OC(C(O1)(C)C)(C)C)[N+](=O)[O-] 2-(4-chloro-3-nitrophenyl)-4,4,5,5-tetramethyl-1,3,2-dioxaborolane